C(C=C)(=O)NC=1C=C(C=CC1)C=1C=C(C=C2C=NC=NC12)C1=CC=C(C(=O)NC2=NC=CC(=C2)C(F)(F)F)C=C1 4-(8-(3-acrylamidophenyl)quinazolin-6-yl)-N-(4-(trifluoromethyl)pyridin-2-yl)benzamide